5-[1-(2H3)methyl-1H-pyrazol-4-yl]-2-{3-[(3R,5S)-3,4,5-trimethylpiperazin-1-yl]-1,2,4-triazin-6-yl}phenol dihydrochloride Cl.Cl.C(N1N=CC(=C1)C=1C=CC(=C(C1)O)C1=CN=C(N=N1)N1C[C@H](N([C@H](C1)C)C)C)([2H])([2H])[2H]